1-(4-chloropyridin-3-yl)-2,2,2-trifluoroethan-1-ol ClC1=C(C=NC=C1)C(C(F)(F)F)O